C(N)(S)=S.C(C=C)N1C(CCC1)=O allyl-pyrrolidone dithiocarbamate